5-((1S,5R)-1-(5-(3-fluoro-1-methylpyrrolidin-3-yl)-1,3,4-oxadiazol-2-yl)-5-(trifluoromethyl)-3-azabicyclo[3.1.0]hexan-3-yl)quinoline-8-carbonitrile FC1(CN(CC1)C)C1=NN=C(O1)[C@@]12CN(C[C@]2(C1)C(F)(F)F)C1=C2C=CC=NC2=C(C=C1)C#N